ClC=1C=C(C=NC1OC1=CC=CC=C1)N 5-chloro-6-phenoxypyridin-3-amine